O=C1NC(CCC1N1C(N(C2=C1C=CC(=C2)C=2CCN(CC2)C(=O)OC(C)(C)C)C)=O)=O Tert-butyl 4-[1-(2,6-dioxopiperidin-3-yl)-3-methyl-2-oxo-1,3-benzodiazol-5-yl]-3,6-dihydro-2H-pyridine-1-carboxylate